C1=CC(=CC=C1CC2=CC=C(C=C2)S(=O)(=O)N)S(=O)(=O)N diphenylmethane-4,4'-disulfonamide